N1=CC(=CC=C1)OCCCCCCC1=CC=C(C=C1)NC(=O)N1CCN(CC1)C(=O)OC(C)(C)C tert-butyl 4-((4-(6-(pyridin-3-yloxy)hexyl)phenyl)carbamoyl)piperazine-1-carboxylate